CC=1N=CC(=NC1)C1(CC1)C#N (5-methylpyrazin-2-yl)cyclopropanecarbonitrile